Cl.CN(CC(=O)O)C=1C2=C(N=C(N1)C1=NC=CC=C1)CCC2 2-{methyl[2-(pyridin-2-yl)-5H,6H,7H-cyclopenta[d]pyrimidin-4-yl]amino}acetic acid hydrochloride